8,8-dimethyl-5,6,7,8-tetrahydro-1,6-naphthyridin-3-amine CC1(CNCC=2C=C(C=NC12)N)C